methyltriFluoroacetate COC(C(F)(F)F)=O